C1(CCC1)N1[C@@H]2CN([C@H](C1)C2)C2=CN=C(S2)C2=NNC(=C2C(C)C)C=2C=C(C=1N(C2)N=CN1)OC 5-((1S,4S)-5-cyclobutyl-2,5-diazabicyclo[2.2.1]hept-2-yl)-2-(4-isopropyl-5-(8-methoxy-[1,2,4]triazolo[1,5-a]pyridin-6-yl)-1H-pyrazol-3-yl)thiazole